4-[6-(2-chloro-6-methyl-benzyl)-3-hydroxy-pyridin-2-yl]-4-oxo-butyric acid ethyl ester C(C)OC(CCC(=O)C1=NC(=CC=C1O)CC1=C(C=CC=C1C)Cl)=O